NC1=CC(=NN1C(=O)OC(C)(C)C)C1CCC1 tert-butyl 5-amino-3-cyclobutyl-1H-pyrazole-1-carboxylate